(3S)-3-(6-Methyl-3-pyridyl)isoxazolidine CC1=CC=C(C=N1)[C@H]1NOCC1